CC=1C(=C(C=2CC3=CC=CC=C3C2C1)C=1C(=C2C(=CC1)N=C1C=CC3=C4C=CC=CC4=NC3=C12)C1=C(C=CC=C1)C=1C(=CC=CC1)C1=CC=CC=C1)C (dimethylfluorenyl)(terphenylyl)Indolocarbazole